1-(4-bromo-2-fluoro-6-hydroxyphenyl)ethan-1-one BrC1=CC(=C(C(=C1)O)C(C)=O)F